2-methyl-N-[3-chloro-4-[4-[(3s,4r)-3-hydroxypiperidine-4-carbonyl]piperazine-1-carbonyl]phenyl]-5-(2,3-difluoro-4-methoxy-phenyl)-imidazole CC=1N(C(=CN1)C1=C(C(=C(C=C1)OC)F)F)C1=CC(=C(C=C1)C(=O)N1CCN(CC1)C(=O)[C@H]1[C@@H](CNCC1)O)Cl